C=1(C(CC=C2C=CC=CC12)(P(C1=CC=CC=C1)C1=CC=CC=C1)P(C1=CC=CC=C1)C1=CC=CC=C1)C1=CC=CC2=CC=CC=C12 (R)-(+)-(1,1-Binaphthalene-2,2-diyl)bis(diphenylphosphine)